5-(2,4-difluorophenyl)-2,3-dimethyl-7-[(2R,4S)-2-(2-methyl-4-pyridyl)tetrahydropyran-4-yl]pyrido[3,4-b]pyrazine FC1=C(C=CC(=C1)F)C1=NC(=CC=2C1=NC(=C(N2)C)C)[C@@H]2C[C@@H](OCC2)C2=CC(=NC=C2)C